C(C=C)(=O)N1CC(C1)C(=O)N1CCC(CC1)CN1CCC2(CN(C2)C=2N=CN=NC2OC2=C(C(=O)N(C(C)C)CC)C=C(C=C2)F)CC1 2-((5-(7-((1-(1-acryloylazetidine-3-carbonyl)piperidin-4-yl)methyl)-2,7-diazaspiro[3.5]nonan-2-yl)-1,2,4-triazin-6-yl)oxy)-N-ethyl-5-fluoro-N-isopropylbenzamide